C(C)C1=CC(=C(C=C1)C)C 1-ethyl-3,4-dimethylbenzene